C1(CC1)C=1C=C(C(=O)N[C@@H](C)C2=NC=NN2C2=NC=C(C=N2)N=S(=O)(C)C)C=C(C1)C(F)(F)F (S)-3-cyclopropyl-N-(1-(1-(5-((dimethyl(oxo)-λ6-sulfaneylidene)amino)pyrimidin-2-yl)-1H-1,2,4-triazol-5-yl)ethyl)-5-(trifluoromethyl)benzamide